OC=1C=C(CSC=2N=CCN2)C=C(C1)O 2-((3,5-dihydroxybenzyl)thio)-4H-imidazole